N-(2-(4-(4-chloro-1-(4-hydroxyphenyl)-2-phenylbut-1-en-1-yl)phenoxy)ethyl)-6-((2-(2,6-dioxopiperidin-3-yl)-1-oxoisoindolin-4-yl)amino)hexanamide ClCCC(=C(C1=CC=C(C=C1)O)C1=CC=C(OCCNC(CCCCCNC2=C3CN(C(C3=CC=C2)=O)C2C(NC(CC2)=O)=O)=O)C=C1)C1=CC=CC=C1